5-bromo-3-methylpyridine-2(1H)-one BrC=1C=C(C(NC1)=O)C